(R)-2-(4,4-dimethylpiperidin-1-yl)-8-(1-((2-(3-hydroxy-4-(trifluoromethyl)isoxazol-5-yl)phenyl)amino)ethyl)-6-methyl-4H-chromen-4-one CC1(CCN(CC1)C=1OC2=C(C=C(C=C2C(C1)=O)C)[C@@H](C)NC1=C(C=CC=C1)C1=C(C(=NO1)O)C(F)(F)F)C